OC1=C(C2=C(N(C1=O)CC1=CN=C(O1)C)C=CS2)C(=O)O 6-hydroxy-4-[(2-methyloxazol-5-yl)methyl]-5-oxo-4,5-dihydrothieno[3,2-b]pyridine-7-carboxylic acid